C1(CC1)N1N=CC=C1C(=O)N[C@@H](C)C1=NC(=NO1)C1=CC(=NC=C1)C1CC1 2-cyclopropyl-N-[(1S)-1-[3-(2-cyclopropyl-4-pyridyl)-1,2,4-oxadiazol-5-yl]ethyl]pyrazole-3-carboxamide